FC1=CC(=CC=2N(C(=NC21)C)C2CCN(CC2)C)C2=CNC=1N=C(N=CC12)N[C@@H]1CC[C@@H](CC1)OC(F)(F)F 5-(4-fluoro-2-methyl-1-(1-methylpiperidin-4-yl)-1H-benzo[d]imidazol-6-yl)-N-(cis-4-(trifluoromethoxy)cyclohexyl)-7H-pyrrolo[2,3-d]pyrimidin-2-amine